C(C=CC)C1=CC=CC=C1 4-crotylbenzene